C(C)C=1N=C(C2=C(N1)SC(=C2)C)NCCCC2=CC(=C(C=C2)OC(F)(F)F)F 2-ethyl-N-(3-(3-fluoro-4-(trifluoromethoxy)phenyl)propyl)-6-methylthieno[2,3-d]pyrimidin-4-amine